N1N=C(C2=C1CCCCC2)C(=O)N 1,4,5,6,7,8-hexahydrocyclohepta[c]pyrazole-3-carboxamide